(2-Methylphenyl)methanamine CC1=C(C=CC=C1)CN